indene-6-ol C1C=CC2=CC=C(C=C12)O